FC(C(C#C)(O)C=1C=C(C#N)C=CC1)(F)F 3-(1,1,1-trifluoro-2-hydroxybut-3-yn-2-yl)benzonitrile